C[Si](CCOCN1N=CC2=CC(=C(C=C12)OC)N)(C)C 1-((2-(Trimethylsilyl)ethoxy)methyl)-5-amino-6-methoxyindazole